(E)-3-(2,5-dimethyl-1-(thiophen-2-ylmethyl)-1H-pyrrol-3-yl)-2-(6-methoxy-3H-imidazo[4,5-c]pyridin-2-yl)acrylonitrile CC=1N(C(=CC1/C=C(\C#N)/C1=NC2=C(C=NC(=C2)OC)N1)C)CC=1SC=CC1